CC(C)(C)[S@@](=O)/N=C/[C@H]1OCCCC1 |o1:8| (R)-2-Methyl-N-((E)-((S*)-tetrahydro-2H-pyran-2-yl)methylene)propane-2-sulfinamide